C1(CCC1)CN1N=C(C=2C1=NC(=NC2)NC=2N=CN(C2)C2=CC(=C(C(=C2)OC)OC)OC)C 1-(cyclobutylmethyl)-3-methyl-N-(1-(3,4,5-trimethoxyphenyl)-1H-imidazol-4-yl)-1H-pyrazolo[3,4-d]pyrimidin-6-amine